C(C)(=O)NC1=CC(=C(C=C1)NC(C1=C(C=CC(=C1)Cl)O)=O)Cl N-(4-Acetylamino-2-chlorophenyl)-5-chloro-2-hydroxybenzamide